C(C1=CC=CC=C1)OC1=C(C2=CC=CC=C2C=C1)CCC1=NC=CC=C1 (2-(2-(benzyloxy)naphthalen-1-yl)ethyl)pyridine